4-(1-methyl-1H-pyrazol-3-yl)isothiazole CN1N=C(C=C1)C=1C=NSC1